(2-bromo-6-fluorophenyl)-2,4-dichloropyrimidine-5-carboxamide BrC1=C(C(=CC=C1)F)C1=C(C(=NC(=N1)Cl)Cl)C(=O)N